N-(bis(2-fluorophenyl)phosphaneyl)-N-butyl-1,1-bis(4-(tributylsilyl)phenyl)phosphanamine FC1=C(C=CC=C1)P(N(P(C1=CC=C(C=C1)[Si](CCCC)(CCCC)CCCC)C1=CC=C(C=C1)[Si](CCCC)(CCCC)CCCC)CCCC)C1=C(C=CC=C1)F